FC1=CC(=C(C=C1)/C=C/C(=O)N=[N+]=[N-])C(F)(F)F (E)-3-(4-fluoro-2-(trifluoromethyl)phenyl)acryloyl azide